C(C)S(=O)(=O)C=1C(=NC=C(C1)CO)C=1OC2=C(N1)C=C(C=C2)SC(F)(F)F 2-(3-ethylsulfonyl-5-(hydroxymethyl)pyridin-2-yl)-5-(trifluoromethylthio)benzo[d]oxazole